O=C(CCCCNC(C(=O)N)=O)NC1=CC=CC=C1 N1-(5-oxo-5-(phenylamino)pentyl)oxalamide